CC=1C(=NN(C1)C1=NC=C(C=C1)CN1C[C@H](NCC1)C=1C(=C2COC(C2=CC1)=O)C)C#N (R)-4-methyl-1-(5-((3-(4-methyl-1-oxo-1,3-dihydroisobenzofuran-5-yl)piperazin-1-yl)methyl)pyridin-2-yl)-1H-pyrazole-3-carbonitrile